CN1C(C(=C(C2=CC=CC=C12)N1CCC(CC1)C=1SC=C(N1)C1=CC=C(C=C1)C)C(=O)N)=O 1-methyl-4-{4-[4-(4-methylphenyl)-1,3-thiazol-2-yl]piperidin-1-yl}-2-oxo-1,2-dihydroquinoline-3-carboxamide